L-β-aminoisobutyric acid C[C@@H](CN)C(=O)O